N1=NC=C(C2=CC=CC=C12)C=1C(=C(C=NC1)N)C 5-(cinnolin-4-yl)-4-methylpyridin-3-amine